C(C=C)(=O)N1C[C@@H](N(CC1)C=1C2=C(N(C(N1)=O)C=1C(=NC=CC1C)C(C)C)N=C(C(=C2)C#N)C2=CC=CC1=CC=CC(=C21)C)C (S)-4-(4-Acryloyl-2-methylpiperazin-1-yl)-1-(2-isopropyl-4-methylpyridin-3-yl)-7-(8-Methylnaphthalen-1-yl)-2-oxo-1,2-dihydropyrido[2,3-d]pyrimidine-6-carbonitrile